O1C(CCCC1)O[C@@H](C)C=1N(C=CN1)CC1=NOC(=C1)C1=CC=C(C=C1)C#CC1=CC=C(CN2C(COCC2)C(=O)O)C=C1 4-(4-((4-(3-((2-((1S)-1-((tetrahydro-2H-pyran-2-yl)oxy)ethyl)-1H-imidazol-1-yl)methyl)isoxazol-5-yl)phenyl)ethynyl)benzyl)morpholine-3-carboxylic acid